N-benzyl-2-(4-methoxy-1H-indol-3-yl)-N-methylacetamide C(C1=CC=CC=C1)N(C(CC1=CNC2=CC=CC(=C12)OC)=O)C